O1N=C(N=C1)CS(=NC(CC=1N=C2N(C=CC(=C2)C2=NOC(=N2)C(F)(F)Cl)C1)=O)(=O)C N-(((1,2,4-oxadiazol-3-yl)methyl)(methyl)(oxo)-λ6-sulfaneylidene)-2-(7-(5-(chlorodifluoromethyl)-1,2,4-oxadiazol-3-yl)imidazo[1,2-a]pyridin-2-yl)acetamide